OC1=C(C=CC=C1)C1=CC(=CN=N1)N1CCN(CC1)C(=O)OC(C)(C)C tert-Butyl 4-(6-(2-hydroxyphenyl)pyridazin-4-yl)piperazine-1-carboxylate